FC(S(=O)(=O)OC=1C=CC2=C(N(C([C@H](CC2)NC(C2=NC=CC(=C2)OC2=CC=CC=C2)=O)=O)C)N1)(F)F (S)-9-methyl-8-oxo-7-(4-phenoxypicolinamido)-6,7,8,9-tetrahydro-5H-pyrido[2,3-b]azepin-2-yl trifluoromethanesulfonate